N-(2-chloro-3-((3,5-dimethyl-4-oxo-3,4-dihydroquinazolin-6-yl)amino)-4-fluorophenyl)-3-fluoro-3-(methoxymethyl)azetidine-1-sulfonamide ClC1=C(C=CC(=C1NC=1C(=C2C(N(C=NC2=CC1)C)=O)C)F)NS(=O)(=O)N1CC(C1)(COC)F